FC(CO)(F)C1=C(C=CC=C1)C(CN(C(OC(C)(C)C)=O)C)O tert-butyl (2-(2-(1,1-difluoro-2-hydroxyethyl)phenyl)-2-hydroxyethyl)(methyl)carbamate